FC1=C(C=C(C=C1)OC1=NC(=CC=C1)C1=CC(=CC=C1)NC)O 2-fluoro-5-({6-[3-(methylamino)phenyl]pyridin-2-yl}oxy)phenol